bis-tert-butylamino-dimethyl-indenyl-zirconium dichloride [Cl-].[Cl-].C(C)(C)(C)NC1=C(C(C2=CC=CC=C12)[Zr+2](C)C)NC(C)(C)C